C1(CCC1)C1=C(C=C(C=C1)OC)C=1CCC(CC1)CO (2'-cyclobutyl-5'-methoxy-2,3,4,5-tetrahydro-[1,1'-biphenyl]-4-yl)methanol